ClC1=CC(=NC(=C1)N1CCOCC1)C(C=CN(C)C)=O 1-(4-chloro-6-morpholinopyridin-2-yl)-3-(dimethylamino)prop-2-en-1-one